1-(2-bromoacetyl)piperidin BrCC(=O)N1CCCCC1